C(C1=CC=CC=C1)=C([C@H]([C@H]([C@@H]([C@H](C(O)=CC1=CC=CC=C1)O)O)O)O)O di(benzylidene)sorbitol